ClC1=CC=CC(=N1)C(CNC(=O)C1=NOC(=C1)C1=NC=C(C=C1F)F)(C)C=1C=NN(C1C1CC1)C N-[2-(6-chloro-2-pyridyl)-2-(5-cyclopropyl-1-methyl-pyrazol-4-yl)propyl]-5-(3,5-difluoro-2-pyridyl)isoxazole-3-carboxamide